C(=O)(O)C=1C(=C(C=CC1)NC(NC1=CC=C(C=C1)CC(=O)N1C[C@H](CC1)C(=O)O)=O)C (S)-1-(2-(4-(3-(3-carboxy-2-methylphenyl)ureido)phenyl)acetyl)pyrrolidine-3-carboxylic acid